C1(CC1)C=1N=NN(C1)[C@H](C(=O)N1[C@@H](C[C@H](C1)O)C(=O)O)C(C)(C)C (2S,4R)-1-((S)-2-(4-cyclopropyl-1H-1,2,3-triazol-1-yl)-3,3-dimethylbutyryl)-4-hydroxypyrrolidine-2-carboxylic acid